Cl[Ru](=C1C=C(C2=CC=CC=C12)C1=CC=CC=C1)Cl dichloro(3-phenyl-1H-inden-1-ylidene)ruthenium